ClC1=CC=C(C=C1)C1=N[C@H](C=2N(C3=C1C(=C(S3)C)C)C(=NN2)C)CC(=O)N2CCN(CC2)C2=CC=C(C=N2)C=2C=C3CC(NC3=CC2)=O (S)-5-(6-(4-(2-(4-(4-chlorophenyl)-2,3,9-trimethyl-6H-thieno[3,2-f][1,2,4]triazolo[4,3-a][1,4]diazepin-6-yl)acetyl)piperazin-1-yl)pyridin-3-yl)indolin-2-one